C1(CC1)[C@H](C)NS(=O)(=O)C1=CC=C(C=C1)NC([C@H](CC1=CC=CC=C1)NC(C1=CC=C(C=C1)F)=O)=O N-((S)-1-(4-(N-((S)-1-cyclopropylethyl)sulfamoyl)phenylamino)-1-oxo-3-phenylpropan-2-yl)-4-fluorobenzamide